COC1=NC=C(C=N1)C=1C=CC(=NC1)N([C@@H]1CC[C@H](CC1)NC(OC(C)(C)C)=O)C(N[C@H](C)C1=CC=CC=C1)=O tert-butyl (trans-4-((5-(2-methoxypyrimidin-5-yl)pyridin-2-yl) (((1R)-1-phenylethyl)carbamoyl)amino)cyclohexyl)carbamate